(R)-7-chloro-N-((6-chloro-4-(methylthio)-2-oxo-1,2-dihydropyridin-3-yl)methyl)-Z-(trans-4-(dimethylamino)cyclohexyl)-2,4-dimethylbenzo[d][1,3]dioxole-5-carboxamide ClC1=C(C(=C(C2=C1O[C@@H](O2)C)C)C(=O)NCC=2C(NC(=CC2SC)Cl)=O)[C@@H]2CC[C@H](CC2)N(C)C